BrC1=CC=C(S1)C(=O)NC=1C(=NC=C(C(=O)NC2=CC=C(C=C2)OC(F)(F)Cl)C1)N1C[C@@H](CC1)O (R)-5-(5-bromothiophene-2-carboxamido)-N-(4-(chlorodifluoromethoxy)phenyl)-6-(3-hydroxypyrrolidin-1-yl)nicotinamide